benzyl N-methylglycyl-N-methylglycyl-N-methylglycyl-N-methylglycinate CNCC(=O)N(CC(=O)N(CC(=O)N(CC(=O)OCC1=CC=CC=C1)C)C)C